(+)-8-((1S,2S)-2-hydroxy-2-(methyl-d3)cyclopentyl)-6-(difluoromethyl-d)-2-((1-(methylsulfonyl)piperidin-4-yl)amino)pyrido[2,3-d]pyrimidin-7(8H)-one O[C@@]1([C@H](CCC1)N1C(C(=CC2=C1N=C(N=C2)NC2CCN(CC2)S(=O)(=O)C)C([2H])(F)F)=O)C([2H])([2H])[2H]